O1C(COC2=NC=CC=C21)COC2=NC(N1C(C3=CC=C(C=C3CC1)OCC1=NOC(=N1)CC)=C2)=O 2-(2,3-Dihydro-[1,4]dioxino[2,3-b]pyridin-2-ylmethoxy)-9-(5-ethyl-[1,2,4]oxadiazol-3-ylmethoxy)-6,7-dihydro-pyrimido[6,1-a]isoquinolin-4-one